ClCCS(=O)(=O)[O-].[Li+] lithium chloroethyl-sulfonate